[C@H]12CN(C[C@H](CC1)N2)C2=NC(=NC=1C(N(N=CC12)C1=CC(=CC2=CC=C(C(=C12)F)F)O)=O)OC([2H])([2H])C1(CC1)CN1CCOCC1 4-((1R,5S)-3,8-Diazabicyclo[3.2.1]octan-3-yl)-7-(7,8-difluoro-3-hydroxynaphthalen-1-yl)-2-((1-(morpholinomethyl)cyclopropyl)methoxy-d2)pyrimido[4,5-d]pyridazin-8(7H)-one